C(C1=CC=CC=C1)OC(=O)N1C(CCC1)CC(C(=O)O)(C1=CC=CC=C1)C1=CC2=CC=CC=C2C=C1 3-(1-((benzyloxy)carbonyl)pyrrolidin-2-yl)-2-(naphthalen-2-yl)-2-phenylpropionic acid